N-butyl-γ-aminopropyltrimethoxysilane C(CCC)NCCC[Si](OC)(OC)OC